2-chloro-5-{2-acetamidoimidazo[1,2-b]pyridazin-6-yl}-N-{1-[2-fluoro-5-(trifluoromethyl)phenyl]ethyl}pyridine-3-carboxamide ClC1=NC=C(C=C1C(=O)NC(C)C1=C(C=CC(=C1)C(F)(F)F)F)C=1C=CC=2N(N1)C=C(N2)NC(C)=O